N-(pyridin-3-yl)-6-(thiazol-5-yl)picolinamide N1=CC(=CC=C1)NC(C1=NC(=CC=C1)C1=CN=CS1)=O